(rac)-1-(3-Hydroxy-6-(2-hydroxy-6-methyl-4-(trifluoromethyl)phenyl)pyrazin-2-yl)-3-(piperidin-3-yl)thiourea OC=1C(=NC(=CN1)C1=C(C=C(C=C1C)C(F)(F)F)O)NC(=S)N[C@H]1CNCCC1 |r|